ClC=1C(=C(C=CC1)NC1=C(C(=O)NC2=CC(=C(C=C2)N2CC(NCC2)(C)C)Cl)C=CC=C1)C 2-((3-chloro-2-methylphenyl)amino)-N-(3-chloro-4-(3,3-dimethylpiperazin-1-yl)phenyl)benzamide